FC1=C(OCC2=CC=C(C(=O)N(C)C)C=C2)C=CC(=C1F)C=O 4-((2,3-Difluoro-4-formylphenoxy)methyl)-N,N-di-methylbenzamide